[Si](C)(C)(C(C)(C)C)OCCN1C[C@@H](CC1)COC1=CC=2N(C=C1)C(=CN2)C2=CC(=C(C(=O)NC1CC1)C(=C2)OC)OC(F)F 4-[7-[[(3R)-1-[2-[Tert-butyl(dimethyl)silyl]oxyethyl]pyrrolidin-3-yl]methoxy]imidazo[1,2-a]pyridin-3-yl]-N-cyclopropyl-2-(difluoromethoxy)-6-methoxy-benzamide